6-Chloro-5H-benzo[c][2,1]benzazaphosphine ClP1NC2=C(C3=C1C=CC=C3)C=CC=C2